potassium bis(dimethyldithiocarbamate) CN(C([S-])=S)C.CN(C([S-])=S)C.[K+].[K+]